CC(CC)CCCCC(CCC)C 3,8-dimethyl-undecane